6-methoxy-4-(1-methylethoxy)-2-(4-pyridyl)-5-trifluoromethylpyrimidine COC1=C(C(=NC(=N1)C1=CC=NC=C1)OC(C)C)C(F)(F)F